4-(6-chloro-2-(2-chloro-5-(methoxymethoxy)phenyl)-5-methyl-pyrimidin-4-yl)-3,5-dimethylisoxazole ClC1=C(C(=NC(=N1)C1=C(C=CC(=C1)OCOC)Cl)C=1C(=NOC1C)C)C